FC1=C(N=CC2=C1N=C(N=C2N2C[C@](CCC2)(C)O)OCC21CCCN1CCC2)C2=C(C(=CC=1N(C=NC12)S(=O)(=O)N(C)C)C)C 4-(8-fluoro-4-((R)-3-hydroxy-3-methylpiperidin-1-yl)-2-((tetrahydro-1H-pyrrolizin-7a(5H)-yl)methoxy)pyrido[4,3-d]pyrimidin-7-yl)-N,N,5,6-tetramethyl-1H-benzo[d]imidazole-1-sulfonamide